ClC1=NC2=CC=CN=C2C(=C1C(=O)OCC)Cl ethyl 2,4-dichloro-1,5-naphthyridine-3-carboxylate